1-(but-1-en-2-yl)-2-iodobenzene C=C(CC)C1=C(C=CC=C1)I